OC1=CC=C(C=C1)C(=CCC)C1=CC=C(C=C1)O 1,1-bis(4-Hydroxyphenyl)butaneN